FC(C1=NC=CC(=C1)N1C[C@@H](CC1)C(=O)N1CC2=NC=3CCCCC3C=C2C1)F [1-(2-Difluoromethyl-pyridin-4-yl)-pyrrolidin-3(R)-yl]-(1,3,5,6,7,8-hexahydro-pyrrolo[3,4-b]quinolin-2-yl)-methanone